BrC=1C=C(C=C(C1)F)C(C(=O)OCC)(F)F ethyl 2-(3-bromo-5-fluorophenyl)-2,2-difluoroacetate